N-(cyclohexylmethyl)-1-({3,4-difluoro-2-[(2-fluoro-4-iodophenyl)amino]phenyl}carbonyl)azetidin-3-amine C1(CCCCC1)CNC1CN(C1)C(=O)C1=C(C(=C(C=C1)F)F)NC1=C(C=C(C=C1)I)F